[3-(4-amino-6-fluorocinnolin-7-yl)-4-methoxyphenyl]boronic Acid Formic Acid Salt C(=O)O.NC1=CN=NC2=CC(=C(C=C12)F)C=1C=C(C=CC1OC)B(O)O